1-benzylimidazole C(C1=CC=CC=C1)N1C=NC=C1